NC1=NC=2C=CC(=CC2C2=C1C=NN2C)C(=O)N([C@@H]2CCC1=NC(=CC=C12)C(F)(F)F)C 4-amino-N,1-dimethyl-N-((5R)-2-(trifluoromethyl)-6,7-dihydro-5H-cyclopenta[b]-pyridin-5-yl)-1H-pyrazolo[4,3-c]-quinoline-8-carboxamide